OC=1SC=C(N1)C=1N=NN(C1)[C@@H]1[C@H]([C@@H](O[C@@H]([C@@H]1O)CO)C1=NN=CN1C1=CC2=C(N=C(S2)C)C=C1)O 6-{3-{3-deoxy-3-[4-(2-hydroxythiazol-4-yl)-1H-1,2,3-triazol-1-yl]-beta-D-galactopyranosyl}-4H-1,2,4-triazol-4-yl}-2-methylbenzothiazole